methyl 5-bromo-1,3-benzothiazole-2-carboxylate BrC=1C=CC2=C(N=C(S2)C(=O)OC)C1